N-(5-{5-[(1R)-1-ethoxyethyl]-1,3,4-oxadiazol-2-yl}-4,5,6,7-tetrahydro[1,3]thiazolo[5,4-c]pyridin-2-yl)-N'-methylurea C(C)O[C@H](C)C1=NN=C(O1)N1CC2=C(CC1)N=C(S2)NC(=O)NC